The molecule is any octadecatrienoic acid with three double bonds at positions 9, 11 and 14 It is a conjugate acid of a 9,11,14-octadecatrienoate. CCC/C=C/C/C=C/C=C/CCCCCCCC(=O)O